C(CCC)OC1=NC(=C2N=CN(C2=N1)CC1=C(C(=CC=C1F)C)F)NC1CC1 2-butoxy-N-cyclopropyl-9-(2,6-difluoro-3-methylbenzyl)-9H-purin-6-amine